2-(6-{5-chloro-2-[(oxacyclohex-4-yl)amino]pyrimidin-4-yl}-1-oxo-2,3-dihydro-1H-isoindol-2-yl)-N-(3-phenyloxetan-3-yl)acetamide ClC=1C(=NC(=NC1)NC1CCOCC1)C1=CC=C2CN(C(C2=C1)=O)CC(=O)NC1(COC1)C1=CC=CC=C1